CC(CC1=CC=CC=C1)N(S(=O)(=O)N(C)C)CC#C N-(1-methyl-2-phenylethyl)-N-prop-2-ynyldimethylaminosulfonamide